N1(CCCCC1)CCC(=O)OC(C(=O)OC=1C(=C2CC[C@](OC2=C(C1C)C)(CCC[C@@H](CCC[C@@H](CCCC(C)C)C)C)C)C)C(=O)OC=1C(=C2CC[C@](OC2=C(C1C)C)(CCC[C@@H](CCC[C@@H](CCCC(C)C)C)C)C)C bis((R)-2,5,7,8-Tetramethyl-2-((4R,8R)-4,8,12-trimethyltridecyl)chroman-6-yl) 2-((3-(piperidin-1-yl)propanoyl)oxy)malonate